3,4-dihydroxy-5-(2-methyl-2-undecyl-1,3-dioxolan-4-yl)furan-2(5H)-one OC=1C(OC(C1O)C1OC(OC1)(CCCCCCCCCCC)C)=O